tert-butyl 5-[6-[[4-methyl-6-(methylamino) pyrimidin-2-yl] amino] chroman-8-yl]-2,3,4,7-tetrahydroazepine-1-carboxylate CC1=NC(=NC(=C1)NC)NC=1C=C2CCCOC2=C(C1)C=1CCCN(CC1)C(=O)OC(C)(C)C